C[O-].C[O-].C[O-].CC1C(=C(C=2CCCCC12)C)[Ti+3] 1,3-dimethyl-4,5,6,7-tetrahydroindenyl-titanium trimethoxide